(S)-6-chloro-4-(cyclopropylethynyl)-7-((4-(difluoromethyl)-6-oxopyrimidin-1(6H)-yl)methyl)-4-(trifluoromethyl)-3,4-dihydroquinazolin ClC=1C=C2[C@](NC=NC2=CC1CN1C=NC(=CC1=O)C(F)F)(C(F)(F)F)C#CC1CC1